4,5-dioxopentanoic acid O=C(CCC(=O)O)C=O